phosphine oxide dysprosium [Dy].[PH3]=O